Cl.CC=1C(=NC(=NC1)NC=1C=NN(C1)C)N1C[C@@H]2CNC[C@@]2(C1)C Cis-5-methyl-N-(1-methyl-1H-pyrazol-4-yl)-4-(3a-methylhexahydropyrrolo[3,4-c]pyrrol-2(1H)-yl)pyrimidin-2-amine hydrochloride